C1(CC1)C=1C2=C(C(N(C1)C1=CC(=CC=C1)C1(CC(C1)OC)C1=NN=CN1C)=O)NC(=C2)CN2C[C@H](CCC2)C 4-cyclopropyl-6-[3-[3-methoxy-1-(4-methyl-1,2,4-triazol-3-yl)cyclobutyl]phenyl]-2-[[(3S)-3-methylpiperidin-1-yl]methyl]-1H-pyrrolo[2,3-c]pyridin-7-one